8-methoxy-6-[6-(2-morpholinoethoxy)pyrazolo[1,5-a]pyrimidin-3-yl]-2-(2,2,2-trifluoroethyl)-3,4-dihydroisoquinolin-1-one COC=1C=C(C=C2CCN(C(C12)=O)CC(F)(F)F)C=1C=NN2C1N=CC(=C2)OCCN2CCOCC2